C1(CC1)N1N=CC(=C1)[C@@H]1OCC[C@@H](C1)C=1N=C(C2=C(N1)N=C(C(=C2)S(=O)C)C)C21CC(C2)(C1)C(F)(F)F 2-[(2R,4S)-2-(1-cyclopropylpyrazol-4-yl)tetrahydropyran-4-yl]-7-methyl-6-methylsulfinyl-4-[3-(trifluoromethyl)-1-bicyclo[1.1.1]pentanyl]pyrido[2,3-d]pyrimidine